5-((6-bromo-3-isopropyl-3H-imidazo[4,5-c]pyridin-4-yl)amino)-3,4-difluoro-2-methylbenzoic acid BrC1=CC2=C(C(=N1)NC=1C(=C(C(=C(C(=O)O)C1)C)F)F)N(C=N2)C(C)C